ClC=1C=CC(=C(C(=O)O)C1)NC(C(=CC1=CC2=CC=CC=C2C=C1)C)=O 5-chloro-2-(2-methyl-3-(naphthalen-2-yl)acrylamido)benzoic acid